C1(CCC1)CNCC=1NC2=CC(=CC=C2C1)CN1C(C2=CN=CC(=C2C=C1)N1CCS(CC1)(=O)=O)=O 2-[[2-[(cyclobutylmethylamino)methyl]-1H-indol-6-yl]methyl]-5-(1,1-dioxo-1,4-thiazinan-4-yl)-2,7-naphthyridin-1-one